BrC1=C(C(=C(C(=C1)Br)Br)C(=O)OCCCCCC)OC(C(=O)OC1=C(C=C(C(=C1C(=O)OCCCCCC)Br)Br)Br)=O bis(2,4,5-tribromo-6-carbohexoxyphenyl)-Oxalat